N-cyclohexyl-4-[[(3,4-dimethylpyrimido[4',5':4,5]thieno[2,3-c]pyridazin-8-yl)amino]methyl]benzamide C1(CCCCC1)NC(C1=CC=C(C=C1)CNC1=NC=NC2=C1SC=1N=NC(=C(C12)C)C)=O